C1(=CC(=CC2=CC=CC=C12)S(=O)(=O)O)S(=O)(=O)O naphthalene-1,3-disulfonic acid